OC[C@H]1C[C@]2(CCCN2[C@H]1C1=C(C=CC=C1)OCOC)C(=O)OC(C)(C)C tert-butyl (2S,3R,7aR)-2-(hydroxymethyl)-3-(2-(methoxymethoxy) phenyl)tetrahydro-1H-pyrrolizine-7a(5H)-carboxylate